FC(C(=O)N[C@H]1[C@@H](N(C(C1)=O)CC1=C2C=CNC2=CC(=C1)F)C1=CC=CC=C1)(C)F 2,2-difluoro-N-(trans-1-((6-fluoro-1H-indol-4-yl)methyl)-5-oxo-2-phenylpyrrolidin-3-yl)propanamide